(6aR,10aR)-9-methyl-6,6-bis(methyl-d3)-3-propyl-6a,7,8,10a-tetrahydro-6H-benzo[c]chromen-1-ol CC1=C[C@@H]2[C@H](C(OC=3C=C(C=C(C23)O)CCC)(C([2H])([2H])[2H])C([2H])([2H])[2H])CC1